CS(=O)(=O)[O-].[Pd+2].CS(=O)(=O)O.CS(=O)(=O)[O-] methanesulfonic acid palladium (II) methanesulfonate